C1=CC=CC=2C3=CC=CC=C3C(C12)COC(=O)N[C@H](C(=O)O)CC1=C(C=C(C=C1)C(=O)OC(C)(C)C)Cl (S)-2-((((9H-fluoren-9-yl)methoxy)carbonyl)amino)-3-(4-(tert-butoxycarbonyl)-2-chlorophenyl)propanoic acid